COC1=CC=C(C=N1)NC(O[C@H](C)[C@H](C)OC1=CC2=C(N=C(S2)C2=C3N=CC(=NC3=CC(=C2)Cl)OC)C=C1F)=O (2R,3S)-3-((2-(7-chloro-2-methoxyquinoxalin-5-yl)-5-fluorobenzo[d]thiazol-6-yl)oxy)butan-2-yl (6-methoxypyridin-3-yl)carbamate